3-[(3S)-1-{2-[(6-methoxy-2-methyl-1,2,3,4-tetrahydroisoquinolin-7-yl)amino]quinazolin-7-yl}piperidin-3-yl]-1,3-oxazolidin-2-one COC=1C=C2CCN(CC2=CC1NC1=NC2=CC(=CC=C2C=N1)N1C[C@H](CCC1)N1C(OCC1)=O)C